6-cyclopropyl-2-((6-(difluoromethoxy)pyridin-2-yl)amino)nicotinonitrile C1(CC1)C1=NC(=C(C#N)C=C1)NC1=NC(=CC=C1)OC(F)F